C(C1=CC=CC=C1)OCCC1(CCOCC1)C=1C(=C(C2=C(N(N=N2)C)C1)C)Br 4-[2-(benzyloxy)ethyl]oxan-4-yl{methyl}-5-bromo-4-methyl-1H-benzotriazole